C(C=C)(=O)N1C[C@@H](N(CC1)C1=NC(N2C3=C(C(=C(C=C13)Cl)C1=C(C=C(C=C1)F)F)SCC2CN2CCN(CC2)C)=O)C 7-((S)-4-acryloyl-2-methylpiperazin-1-yl)-9-chloro-10-(2,4-difluorophenyl)-3-((4-methylpiperazin-1-yl)methyl)-2,3-dihydro-5H-[1,4]thiazino[2,3,4-ij]quinazolin-5-one